6-(N-(2-(4-ethoxypiperidin-1-yl)-5-fluoropyridin-3-yl)sulfamoyl)-N-hydroxybenzofuran-2-carboxamide C(C)OC1CCN(CC1)C1=NC=C(C=C1NS(=O)(=O)C1=CC2=C(C=C(O2)C(=O)NO)C=C1)F